C1(CC1)C1=CC(=NN1)NC1=NC(=NC2=CC=CC=C12)C=1CCN(CC1)C(C(C)C)=O 1-(4-(4-((5-cyclopropyl-1H-pyrazol-3-yl)amino)quinazolin-2-yl)-3,6-dihydropyridin-1(2H)-yl)-2-methylpropan-1-one